NC=1C(NC2=C3C=CC=NC3=C(C=C2C1C1=C2C=NNC2=C(C(=C1)F)F)OC1CC(C1)F)=O 3-amino-4-(6,7-difluoro-1H-indazol-4-yl)-6-((1s,3s)-3-fluorocyclobutyl)oxy-1H-1,7-phenanthrolin-2-one